ethyl 4-(3-bromo-5-methoxy-4-(4-methylpentanoyloxy)phenyl)-6-methyl-2-oxo-1,2,3,4-tetrahydropyrimidine-5-carboxylate BrC=1C=C(C=C(C1OC(CCC(C)C)=O)OC)C1NC(NC(=C1C(=O)OCC)C)=O